1,4-DIHYDROXY-2-BUTANONE OCC(CCO)=O